4-[4-(6,7-dimethyl-9-methylsulfonyloxy-1,5-dihydro-3H-2,4-benzodioxepin-3-yl)-2-thiazolyl]-1-[2-[3,5-bis(trifluoromethyl)-1H-pyrazol-1-yl]acetyl]piperidine CC1=C(C=C(C=2COC(OCC21)C=2N=C(SC2)C2CCN(CC2)C(CN2N=C(C=C2C(F)(F)F)C(F)(F)F)=O)OS(=O)(=O)C)C